ClC=1C(=C(C(=CC1Cl)Cl)OC(C(=O)OC1=C(C(=C(C=C1Cl)Cl)Cl)C(=O)OCC1=CC(=CC=C1)CC)=O)C(=O)OCC1=CC(=CC=C1)CC bis(3,4,6-trichloro-2-{[(3-ethylphenyl)methoxy]carbonyl} phenyl)-Oxalat